NC1=NC=NN2C1=C(C(=C2CN2CCN(CC2)C(=O)OC(C)(C)C)C)Br tert-Butyl 4-[(4-amino-5-bromo-6-methylpyrrolo[2,1-f][1,2,4]triazin-7-yl)methyl]piperazine-1-carboxylate